C(CCC)OC(C(=C)C[Te]C)=O.C(C)C1=CC=C(N=N1)NC(C(=O)NC1=CC=C2C(=C1)NC(C21CCOCC1)=O)C1CCC(CC1)C 2-[(6-Ethylpyridazin-3-yl)amino]-2-(4-methylcyclohexyl)-N-(2-oxospiro[indoline-3,4'-tetrahydropyran]-6-yl)acetamide n-butyl-2-(methyltellanylmethyl)acrylate